1,2,4-triazino[5,6-b]indole N1=NC=NC=2NC=3C=CC=CC3C21